[Mg].[B] boron-magnesium